4-(3-(4-cyano-3-(trifluoromethyl)phenyl)-5,5-dimethyl-4-oxo-2-thioxoimidazolidin-1-yl)-2-fluoro-N-(6-(piperazin-1-yl)hexyl)benzamide C(#N)C1=C(C=C(C=C1)N1C(N(C(C1=O)(C)C)C1=CC(=C(C(=O)NCCCCCCN2CCNCC2)C=C1)F)=S)C(F)(F)F